1-(6-chloro-7-(2,6-dimethylphenyl)quinolin-4-yl)-N-(2,3,5,6-tetrafluoro-4-(methylsulfonyl)phenyl)azetidin-3-amine ClC=1C=C2C(=CC=NC2=CC1C1=C(C=CC=C1C)C)N1CC(C1)NC1=C(C(=C(C(=C1F)F)S(=O)(=O)C)F)F